N1(CCC(CC1)N1N=C2C=C(C(=CC2=C1)[N+](=O)[O-])C(=O)OC)C1CCNCC1 methyl 2-([1,4'-bipiperidin]-4-yl)-5-nitro-2H-indazole-6-carboxylate